((2-((5-bromo-2-((5-chloro-2-methoxy-4-(4-(4-methylpiperazin-1-yl)piperidin-1-yl)phenyl)amino)pyrimidin-4-yl)amino)phenyl)imino)dimethyl-λ6-sulfanone BrC=1C(=NC(=NC1)NC1=C(C=C(C(=C1)Cl)N1CCC(CC1)N1CCN(CC1)C)OC)NC1=C(C=CC=C1)N=S(=O)(C)C